ClC1=CC(=C(CC2(CN(CC(O2)(C)C)CC2=CC=C(C=C2)OC)C)C(=C1)B1OC(C(O1)(C)C)(C)C)C 2-(4-chloro-2-methyl-6-(4,4,5,5-tetramethyl-1,3,2-dioxaborolan-2-yl)benzyl)-4-(4-methoxybenzyl)-2,6,6-trimethylmorpholine